(2-chloro-4-{[tri(propan-2-yl)silyl]ethynyl}phenyl)methanol ClC1=C(C=CC(=C1)C#C[Si](C(C)C)(C(C)C)C(C)C)CO